8-(4-chloro-2-fluoro-phenyl)-6-[3-(4-cyclopropyltriazol-1-yl)pyrrolidino]-2,3-dimethyl-pyrimido[5,4-d]pyrimidin-4-one ClC1=CC(=C(C=C1)C1=NC(=NC2=C1N=C(N(C2=O)C)C)N2CC(CC2)N2N=NC(=C2)C2CC2)F